(R)-N-((5-cyclohexylpyridin-2-yl)methyl)-N-(3-hydroxy-4-(methylcarbamoyl)phenyl)-1-((perfluorophenyl)sulfonyl)azetidine-2-carboxamide C1(CCCCC1)C=1C=CC(=NC1)CN(C(=O)[C@@H]1N(CC1)S(=O)(=O)C1=C(C(=C(C(=C1F)F)F)F)F)C1=CC(=C(C=C1)C(NC)=O)O